(S)-methionine benzyl ester C(C1=CC=CC=C1)OC([C@@H](N)CCSC)=O